C(C1=CC=CC=C1)N1N=NC(=C1)C(C1=C(N=NN1C)C1=CC=C(C(=N1)C)O[C@@H]1C[C@H](CCC1)C(=O)OC)O Methyl (1S,3S)-3-((6-(5-((1-benzyl-1H-1,2,3-triazol-4-yl)(hydroxy)methyl)-1-methyl-1H-1,2,3-triazol-4-yl)-2-methylpyridin-3-yl)oxy)cyclohexane-1-carboxylate